((benzyloxy)carbonyl)-L-tyrosine isoamyl ester C(CC(C)C)OC([C@@H](NC(=O)OCC1=CC=CC=C1)CC1=CC=C(C=C1)O)=O